N-(3-((2-(7-amino-5,7-dihydrospiro[cyclopenta[c]pyridine-6,4'-piperidin]-1'-yl)cyclopenta[cd]inden-5-yl)thio)-2-chlorophenyl)benzamide NC1C=2C=NC=CC2CC12CCN(CC2)C=2CC=1C=CC(=C3C1C2C=C3)SC=3C(=C(C=CC3)NC(C3=CC=CC=C3)=O)Cl